C(C)(C)(C)OC(NS(=O)(=O)N1CCC(CC1)N1N=NC2=C1C=CC(=C2)OC)=O tert-butyl((4-(5-methoxy-1H-benzo[d][1,2,3]triazol-1-yl)piperidin-1-yl)sulfonyl)carbamate